FC=1C=C2[C@H]3CCCN3C=3C=CN4N=CC(C(OCCN(C1)C2=O)=O)=C4N3 (6R)-9-fluoro-14-oxa-2,11,18,19,22-pentaazapentacyclo[14.5.2.17,11.02,6.019,23]tetracosa-1(22),7,9,16(23),17,20-hexaene-15,24-dione